N-(3-aminobenzyl)-N-methylaniline NC=1C=C(CN(C2=CC=CC=C2)C)C=CC1